6-chloro-1-(1-((2-(trimethylsilyl)ethoxy)methyl)-1H-pyrazol-4-yl)quinolin ClC=1C=C2C=CCN(C2=CC1)C=1C=NN(C1)COCC[Si](C)(C)C